FC=1C=C(C=CC1[N+](=O)[O-])C=1C=C(C(N(C1)C)=O)C 5-(3-fluoro-4-nitrophenyl)-1,3-dimethylpyridin-2-one